C(#N)C1=CC(=C(COC2=CC=CC(=N2)N2CC(N(CC2)[C@@H](C)C2=NC3=C(N2C[C@H]2OCC2)C=C(C=C3)C(=O)[O-])=O)C=C1)F 2-((S)-1-(4-(6-((4-cyano-2-fluorobenzyl)oxy)pyridin-2-yl)-2-oxo Piperazin-1-yl)ethyl)-1-(((S)-oxetan-2-yl)methyl)-1H-benzo[d]imidazole-6-carboxylate